9,9-dimethyl-N-[4-(9-phenyl-9H-carbazol-3-yl)phenyl]-9H-fluoren-2-amine CC1(C2=CC=CC=C2C=2C=CC(=CC12)NC1=CC=C(C=C1)C=1C=CC=2N(C3=CC=CC=C3C2C1)C1=CC=CC=C1)C